N-(cyclopropylmethyl)-2-(3-hydroxy-3-methylbutyl)-6-(6-(trifluoromethyl)picolinamido)imidazo[1,2-a]pyridine-7-carboxamide C1(CC1)CNC(=O)C1=CC=2N(C=C1NC(C1=NC(=CC=C1)C(F)(F)F)=O)C=C(N2)CCC(C)(C)O